tert-butyl (4-(bis(4-methoxybenzyl)amino)-6-(bromomethyl)-2-(ethylthio)pyrimidin-5-yl)carbamate COC1=CC=C(CN(C2=NC(=NC(=C2NC(OC(C)(C)C)=O)CBr)SCC)CC2=CC=C(C=C2)OC)C=C1